CON(C(CCC1=CC=C2CCCN(C2=N1)C(=O)OC(C)(C)C)=O)C tert-Butyl 7-(3-(methoxy(methyl)amino)-3-oxopropyl)-3,4-dihydro-1,8-naphthyridine-1(2H)-carboxylate